C(OCC1=C(C=CC=C1)[N+](=O)[O-])([O-])=O 2-nitrobenzyl carbonate